C1(CCCCC1)C=1N(C=C(N1)[N+]1(CC=CC=C1)[O-])C(NC)=O 1-(cyclohexyl(methylcarbamoyl)-1H-imidazol-4-yl)pyridine 1-oxide